Ethyl 1-(6-(4-(trifluoromethoxy)phenyl)quinolin-2-yl)piperidine-4-carboxylate FC(OC1=CC=C(C=C1)C=1C=C2C=CC(=NC2=CC1)N1CCC(CC1)C(=O)OCC)(F)F